ClC1=NC(=C(C(=N1)C)N)C1=CC=NC=C1 2-chloro-4-methyl-6-(pyridin-4-yl)pyrimidin-5-amine